7-((4-(6-methylcarbamoyl-2-methylpyridin-3-yl)piperazin-1-yl)methyl)-6-fluoro-1,2-dihydrofuro[2,3-c]quinolin-4(5H)-one CNC(=O)C1=CC=C(C(=N1)C)N1CCN(CC1)CC=1C=CC=2C3=C(C(NC2C1F)=O)OCC3